N'-(tert-butyldimethylsilyl)-2-chloro-4-(2-hydroxypropan-2-yl)benzenesulfonimidamide [Si](C)(C)(C(C)(C)C)N=S(=O)(N)C1=C(C=C(C=C1)C(C)(C)O)Cl